CC1=NC(=CC(=N1)NC1=CC2=C(C=N1)C(NN2C2=NC(=CC=C2)OC)=O)C 6-((2,6-dimethylpyrimidin-4-yl)amino)-1-(6-methoxypyridin-2-yl)-1,2-dihydro-3H-pyrazolo[4,3-c]pyridin-3-one